4-(7-bromo-2-hydroxynaphthalen-1-yl)-3-(5-methoxypyridin-2-yl)-1H-isochromen-1-one BrC1=CC=C2C=CC(=C(C2=C1)C1=C(OC(C2=CC=CC=C12)=O)C1=NC=C(C=C1)OC)O